3-{4-[3-(adamantan-1-yl)-4-hydroxyphenyl]phenyl}prop-2-enoic acid C12(CC3CC(CC(C1)C3)C2)C=2C=C(C=CC2O)C2=CC=C(C=C2)C=CC(=O)O